CC=1C=C(C=C(C1)C)C1=CC=2N3C=4C(=CC=CC4C4=CC=CC(C24)=N1)C1=CC=CC=C13 2-(3,5-dimethylphenyl)indolo[3,2,1-de]pyrido[4,3,2-gh]phenanthridine